BrC1=CC=C(C=C1)C(C1C(CCCC1)=O)NC1=CC=C(C=C1)C 2-((4-bromophenyl)(p-toluylamino)methyl)cyclohexan-1-one